1-(4-fluorophenyl)-3,3-difluorocyclohexene FC1=CC=C(C=C1)C1=CC(CCC1)(F)F